C(CCCCCCCCCCC)NCC(CO)O 3-(Dodecylamino)-1,2-propandiol